6-(4-(6-fluoropyridin-2-yl)benzyl)-7-methyl-3-(2,2,2-trifluoroethyl)imidazo[1,5-a]pyrazin-8(7H)-one FC1=CC=CC(=N1)C1=CC=C(CC=2N(C(C=3N(C2)C(=NC3)CC(F)(F)F)=O)C)C=C1